tert-butyldiphenylsilylchloride [Si](C1=CC=CC=C1)(C1=CC=CC=C1)(C(C)(C)C)Cl